rac-(3R,4R)-1-cyclopentyl-4-{[5-(2,4,6-trifluoro-phenyl)-isoxazole-3-carbonyl]-amino}-piperidine-3-carboxylic acid methyl ester COC(=O)[C@@H]1CN(CC[C@H]1NC(=O)C1=NOC(=C1)C1=C(C=C(C=C1F)F)F)C1CCCC1 |r|